CNC1CCN(CC1)C1=CC=C2C(=CN=CC2=C1)N1C(NC(CC1)=O)=O 1-[7-[4-(methylamino)-1-piperidyl]-4-isoquinolyl]hexahydropyrimidine-2,4-dione